tert-butyl 3-(5-(1-(4-bromophenyl)cyclopropyl)-1,2,4-oxadiazol-3-yl)-2-(diethoxyphosphoryl)propanoate BrC1=CC=C(C=C1)C1(CC1)C1=NC(=NO1)CC(C(=O)OC(C)(C)C)P(=O)(OCC)OCC